C(C)(=O)C1=CN(C2=CC=C(C=C12)C=1C=NC(=NC1)NCC(F)(F)F)CC(=O)N1[C@@H](C[C@H](C1)F)C(=O)NC=1C(=C(C=CC1)C1=C(C=CC=C1)Cl)F (2S,4R)-1-(2-(3-acetyl-5-(2-(2,2,2-trifluoroethylamino)pyrimidin-5-yl)-1H-indol-1-yl)acetyl)-N-(2'-chloro-2-fluorobiphenyl-3-yl)-4-fluoropyrrolidine-2-carboxamide